3-(1'-(3-(1-(oxetan-3-yl)-1H-pyrazol-4-yl)benzyl)-6-oxo-6,8-dihydro-2H,7H-spiro[furo[2,3-e]isoindole-3,4'-piperidin]-7-yl)piperidine-2,6-dione O1CC(C1)N1N=CC(=C1)C=1C=C(CN2CCC3(CC2)COC2=C4CN(C(C4=CC=C23)=O)C2C(NC(CC2)=O)=O)C=CC1